N-(3-chloro-5-cyanophenyl)-5-hydroxy-N-((1S,2S)-2-hydroxycyclobutyl)-6-(hydroxymethyl)-3-methoxy-4-(4-(3,4,5-trifluorophenyl)-1H-1,2,3-triazol-1-yl)tetrahydro-2H-pyran-2-carboxamide ClC=1C=C(C=C(C1)C#N)N(C(=O)C1OC(C(C(C1OC)N1N=NC(=C1)C1=CC(=C(C(=C1)F)F)F)O)CO)[C@@H]1[C@H](CC1)O